((5-fluoropyridin-2-yl)methoxy-d2)-1-(5-methyl-2,3,4,5-tetrahydro-1H-pyrido[4,3-b]indol-7-yl-3,3,4,4-d4)pyridin-2(1H)-one FC=1C=CC(=NC1)C(OC=1C(N(C=CC1)C=1C=CC=2C3=C(N(C2C1)C)C(C(NC3)([2H])[2H])([2H])[2H])=O)([2H])[2H]